FC1CC(C1)(C1=NC=CC=C1F)CNC1=NC=C(C=N1)C=1C=CC=C2CC(NC12)=O 7-[2-({[3-fluoro-1-(3-fluoro(2-pyridyl))cyclobutyl]methyl}amino)pyrimidin-5-yl]indolin-2-one